4-{1-[(4Z)-4-[(6-chloro-1H-indol-3-yl)methylene]-2,5-dioxoimidazol-1-yl]-2-hydroxyethyl}benzonitrile ClC1=CC=C2C(=CNC2=C1)\C=C\1/NC(N(C1=O)C(CO)C1=CC=C(C#N)C=C1)=O